1-tetradecanoyl-2-(5Z,8Z,11Z,14Z-eicosatetraenoyl)-sn-glycero-3-phosphocholine CCCCCCCCCCCCCC(=O)OC[C@H](COP(=O)([O-])OCC[N+](C)(C)C)OC(=O)CCC/C=C\C/C=C\C/C=C\C/C=C\CCCCC